(2S)-1-{7-[2-bromo-6-(1,3-dioxolan-2-yl)phenoxy]-8-fluoro-2-(methylsulfanyl)pyrido[4,3-d]pyrimidin-5-yl}-2-methylazetidine BrC1=C(OC2=C(C=3N=C(N=CC3C(=N2)N2[C@H](CC2)C)SC)F)C(=CC=C1)C1OCCO1